ClC=1C(NN=CC1N1C[C@@H]([C@H](C1)F)OC1=NC=CC(=C1)C=1C(=NN(C1C)CC1(COC1)C)C)=O 4-chloro-5-((3S,4S)-3-((4-(3,5-dimethyl-1-((3-methyloxetan-3-yl)methyl)-1H-pyrazol-4-yl)pyridin-2-yl)oxy)-4-fluoropyrrolidin-1-yl)pyridazin-3(2H)-one